NC1=NC(=C(C(=N1)NCCCC)CC=1C=C(C=CC1OC)C(C#N)(C)C)C 2-(3-((2-amino-4-(butylamino)-6-methylpyrimidin-5-yl)methyl)-4-methoxyphenyl)-2-methylpropanenitrile